C1=CC=CC2=NC3=CC=C4C(=C3C=C12)C1=CCCC(C1=N4)=O indoloacridone